CN1N=NC(=C1)C1=CC=C2C(=N1)C(=CS2)C2=CC=NC=C2 5-(1-methyl-1H-1,2,3-triazol-4-yl)-3-(pyridin-4-yl)thieno[3,2-b]pyridine